3-(3,4-difluorophenyl)-5-(4,4,5,5-tetramethyl-1,3,2-dioxaborolan-2-yl)pyridine FC=1C=C(C=CC1F)C=1C=NC=C(C1)B1OC(C(O1)(C)C)(C)C